5-chloro-2-(1,4-diazepan-1-yl)-N-(2-(methylthio)pyridin-4-yl)-4-(trifluoromethyl)benzamide ClC=1C(=CC(=C(C(=O)NC2=CC(=NC=C2)SC)C1)N1CCNCCC1)C(F)(F)F